O[C@]1([C@@H](/C=C/[C@@H]([C@H](OC(C[C@@H](CC1)O)=O)\C(\C)=C\C=C\C(CCC1=CC=CC=C1)(C)O)C)CC(=O)O)C.C(=C)C1=CC=CC(=N1)C#N 6-vinylpyridinecarbonitrile [(2S,3S,4E,6R,7R,10R)-7,10-dihydroxy-2-[(2E,4E)-6-hydroxy-6-methyl-8-phenylocta-2,4-dien-2-yl]-3,7-dimethyl-12-oxo-1-oxacyclododec-4-en-6-yl]acetate